2,4-dimethyl-2,3-pentanediol CC(C)(C(C(C)C)O)O